C(C)[C@@H]1N(C[C@H](N(C1)C(C)C1=CN=C(N1CC)C(F)(F)F)CC)C=1C=2C(N(C(C1)=O)C)=CN(N2)CC#N 2-(7-((2S,5R)-2,5-diethyl-4-(1-(1-ethyl-2-(trifluoromethyl)-1H-imidazol-5-yl)ethyl)piperazin-1-yl)-4-methyl-5-oxo-4,5-dihydro-2H-pyrazolo[4,3-b]pyridin-2-yl)acetonitrile